O.O.O.O.O.O.O.O.[O-]S(=O)(=O)[O-].[O-]S(=O)(=O)[O-].[O-]S(=O)(=O)[O-].[Cd+2].[Cd+2].[Cd+2] The molecule is a hydrate composed of cadmium sulfate and water in a 3:8 ratio. It is a hydrate and a cadmium salt. It contains a cadmium sulfate.